[OH-].FC(C=1C=C(C=CC1)[N+](C)(C)C)(F)F 3-(trifluoromethyl)phenyl-trimethyl-ammonium hydroxide